(R)-(4-(4-fluoropyrazolo[1,5-a]pyridin-2-yl)-6,7-dihydro-1H-imidazo[4,5-c]pyridin-5(4H)-yl)(1-methyl-1H-1,2,4-triazol-5-yl)methanone FC=1C=2N(C=CC1)N=C(C2)[C@@H]2N(CCC1=C2N=CN1)C(=O)C1=NC=NN1C